ClC=1C=CC(=C(C1)C1=CC(N(C=C1OC)C(C(=O)O)CC1OCCOC1)=O)C1=NOCC1 2-{4-[5-chloro-2-(4,5-dihydro-1,2-oxazol-3-yl)phenyl]-5-methoxy-2-oxopyridin-1(2H)-yl}-3-(1,4-dioxan-2-yl)propionic acid